ethyl 2-(6,7-dihydro-5H-pyrrolo[1,2-c]imidazol-1-yl)-2-(6-(4-(1-(2-methoxyethyl)piperidin-4-yl)phenyl)-7-methyl-4-(trifluoromethyl)-2H-indazol-2-yl)acetate C1(=C2N(C=N1)CCC2)C(C(=O)OCC)N2N=C1C(=C(C=C(C1=C2)C(F)(F)F)C2=CC=C(C=C2)C2CCN(CC2)CCOC)C